ClC1=C(C#N)C=CC(=N1)C=C 2-chloro-6-vinyl-nicotinonitrile